5-(3-(3-Chlorophenyl)propoxy)-3-methylbenzofuran-2-carboxylic acid ClC=1C=C(C=CC1)CCCOC=1C=CC2=C(C(=C(O2)C(=O)O)C)C1